OC1C=NCC(=C1)C1=CC=C(C=C1)C(=O)OC 3-hydroxy-5-(4-(methoxycarbonyl)phenyl)-3,6-dihydropyridine